COCC=1C=C(C=CC1)C1=NNC=C1C=1N=C2C=C(C=NC2=CC1)C1=CCC(CC1)N 4-[6-[3-[3-(methoxymethyl)phenyl]-1H-pyrazol-4-yl]-1,5-naphthyridin-3-yl]cyclohex-3-en-1-amine